N-(2-(((1R,4R)-4-methoxycyclohexyl)amino)-8-(4-(morpholinosulfonyl)phenyl)pyrido[4,3-d]pyrimidin-5-yl)benzamide COC1CCC(CC1)NC=1N=CC2=C(N1)C(=CN=C2NC(C2=CC=CC=C2)=O)C2=CC=C(C=C2)S(=O)(=O)N2CCOCC2